CN(C[C@@H](C)NC(=O)C1=NC=CC2=C(C=3N(C=4C(=CC=CC4C3C=C21)OCCCN2CCN(CC2)C)C)C)C (R)-N-(1-(dimethylamino)propan-2-yl)-5,6-dimethyl-7-(3-(4-methylpiperazin-1-yl)propoxy)-6H-pyrido[4,3-b]carbazole-1-carboxamide